1-(6-(isoindolin-2-ylmethyl)spiro[3.3]heptan-2-yl)-3-(4-methoxybenzyl)urea C1N(CC2=CC=CC=C12)CC1CC2(CC(C2)NC(=O)NCC2=CC=C(C=C2)OC)C1